5-chloro-2-hydroxy-3-((1-methoxy-3-methyl-1-oxobutan-2-ylimino)methyl)phenyl nicotinate C(C1=CN=CC=C1)(=O)OC1=C(C(=CC(=C1)Cl)C=NC(C(=O)OC)C(C)C)O